6-chloro-N-((3-(5-fluoropyridin-2-yl)pyrrolidin-3-yl)methyl)-2-(trifluoromethyl)quinolin-4-amine ClC=1C=C2C(=CC(=NC2=CC1)C(F)(F)F)NCC1(CNCC1)C1=NC=C(C=C1)F